2,4-dichloro-5-(propoxymethyl)pyrimidine ClC1=NC=C(C(=N1)Cl)COCCC